(S,S)-2-methyl-N-(1-{6-[methyl(propan-2-yl)amino]-1-oxo-2,3-dihydro-1H-pyrrolo[3,4-c]pyridin-4-yl}propyl)propane-2-sulfinamide CC(C)(C)[S@](=O)N[C@@H](CC)C1=NC(=CC2=C1CNC2=O)N(C(C)C)C